OC(C(=O)O)C(O)(O)O 2,3,3,3-tetrahydroxypropionic acid